C1(CC1)CN(C1CNC1)CC1=C(C=C(C=C1)C(F)(F)F)F 3-[Cyclopropylmethyl-[[2-fluoro-4-(trifluoromethyl)phenyl]methyl]amino]azetidin